6-bromo-1,3-dichloro-5-fluoro-8-methyl-6a,9a-dihydrofuro[3,2-f]quinazoline BrC=1C2C(C=3C(=NC(=NC3C1F)Cl)Cl)C=C(O2)C